COC=1C=C(C=CC1NCC#CC=1N(C2=CC=CC(=C2C1)NC1CCC(CC1)N1CCOCC1)CC(F)(F)F)S(=O)(=O)N 3-methoxy-4-((3-(4-(((1R,4R)-4-morpholino-cyclohexyl)amino)-1-(2,2,2-trifluoroethyl)-1H-indol-2-yl)prop-2-yn-1-yl)amino)benzene-sulfonamide